S1C=NC2=C1C=C(C=C2)\C=C\2/N=C(NC2=O)N[C@H]2[C@@H](CCCC2)O (4Z)-4-(1,3-benzothiazol-6-ylmethylene)-2-[[(1R,2R)-2-hydroxycyclohexyl]amino]-1H-imidazol-5-one